3-{trans-4-[(6,7-dimethoxy-4-quinazolinyl)oxy]cyclohexyl}-1-[5-(trifluoromethyl)-3-pyridinyl]-2,4-imidazolidinedione COC=1C=C2C(=NC=NC2=CC1OC)O[C@@H]1CC[C@H](CC1)N1C(N(CC1=O)C=1C=NC=C(C1)C(F)(F)F)=O